C(C)(=O)OCC(CC1=C(N(C2=CC=C(C=C12)B(O)O)CC(F)(F)F)C=1C(=NC=C(C1)[C@H]1C[C@H]2COCCN2CC1)[C@H](C)OC)(C)C (3-(3-acetoxy-2,2-dimethylpropyl)-2-(2-((S)-1-methoxyethyl)-5-((8R,9aS)-octahydropyrido[2,1-c][1,4]oxazin-8-yl)pyridin-3-yl)-1-(2,2,2-trifluoroethyl)-1H-Indol-5-yl)boronic acid